2-(2-imino-4,5,6,7-tetrahydrobenzo[d]thiazol-3(2H)-yl)-1-(p-tolyl)ethan-1-one Hydrogen Bromide Br.N=C1SC2=C(N1CC(=O)C1=CC=C(C=C1)C)CCCC2